acryloyloxyethyl-trimellitic acid amide C(C=C)(=O)OCCC1=C(C(C(=O)N)=CC=C1C(=O)O)C(=O)O